FC=1C=C(C=CC1)C(C(=O)OC)NC(=O)C1C2OC3=C(C21)C=C(C=C3)F methyl 2-(3-fluorophenyl)-2-[(exo-5-fluoro-1a,6b-dihydro-1H-cyclopropa[b][1]benzofuran-1-carbonyl)amino]acetate